CC=1C(=C(C(=O)O)C=C(C1C(F)F)Cl)NC1=C(C=C(C=C1)F)C.C(C)(=O)N[C@@H](CC(=O)O)C(=O)N[C@@H](CCC(=O)O)C(=O)O Acetylaspartyl-glutamic acid methyl-5-chloro-4-(difluorometh-yl)-2-((4-fluoro-2-methylphenyl)amino)-benzoate